4-((1R,2R)-2-tert-butylcyclopropyl)-3-chlorobenzoic acid methyl ester COC(C1=CC(=C(C=C1)[C@H]1[C@@H](C1)C(C)(C)C)Cl)=O